C[C@@H]1N(CCOC1)C1=NC2=C(C(=N1)N1[C@H](COCC1)C)C=CC(=N2)C=2C=C(C(=O)NC)C=CC2 3-[2,4-bis((3S)-3-methylmorpholin-4-yl)pyrido[5,6-e]pyrimidine-7-yl]-N-methylbenzamide